N1C(=CC=2C=NC=CC21)CNC(CC2=C(C=CC(=C2F)C2=C(SC(=C2)C2=CC=CC=C2)C(=O)N)C2=CC=CC=C2)=O (2-(2-(((1H-pyrrolo[3,2-c]pyridin-2-yl)methyl)amino)-2-oxoethyl)-3-fluoro-[1,1'-biphenyl]-4-yl)-5-phenylthiophene-2-carboxamide